4-(2-chloro-4-fluorophenyl)-2-(pyridin-4-yl)-1,4-dihydropyrimidine-5-carboxylic acid methyl ester COC(=O)C=1C(N=C(NC1)C1=CC=NC=C1)C1=C(C=C(C=C1)F)Cl